2',4'-dimethoxydihydrochalcone COC1=C(C(/C=C/C2CC=CC=C2)=O)C=CC(=C1)OC